tert-butyl {(2S)-1-oxo-3-[(3S)-2-oxopyrrolidin-3-yl]-1-[4-(trifluoromethyl)-1,3-benzothiazol-2-yl]propan-2-yl}carbamate O=C([C@H](C[C@H]1C(NCC1)=O)NC(OC(C)(C)C)=O)C=1SC2=C(N1)C(=CC=C2)C(F)(F)F